3-amino-4-[(1,3-dimethyl-2-oxobenzimidazol-5-yl)amino]-N-methylbenzamide NC=1C=C(C(=O)NC)C=CC1NC1=CC2=C(N(C(N2C)=O)C)C=C1